C1(C=CC(N1CCCCCC(=O)NN[C@@H](C(C)C)C(=O)O)=O)=O 6-(maleimido)-hexanamido-L-valine